C(#N)C1=C(C(=CC=C1)N1CCN(CC1)C(C)C)NC(=O)N1C[C@](CC1)(C)C1=NOC(=N1)[C@H]1[C@H](C1)F (3R)-N-[2-cyano-6-(4-isopropylpiperazin-1-yl)phenyl]-3-{5-[(1S,2S)-2-fluorocyclopropyl]-1,2,4-oxadiazol-3-yl}-3-methylpyrrolidine-1-carboxamide